(S)-N-(3-(1-(4-(4-((1-(4-(2,6-dioxopiperidin-3-yl)-2-fluorophenyl)piperidin-4-yl)methyl)piperazin-1-yl)phenyl)-3-(pyridin-4-yl)-1H-pyrazol-4-yl)-2-fluorophenyl)propane-1-sulfonamide O=C1NC(CC[C@H]1C1=CC(=C(C=C1)N1CCC(CC1)CN1CCN(CC1)C1=CC=C(C=C1)N1N=C(C(=C1)C=1C(=C(C=CC1)NS(=O)(=O)CCC)F)C1=CC=NC=C1)F)=O